8-vinyl-9-methyltetracyclo[4.4.0.12,5.17,10]-3-dodecene C(=C)C1C2C3C4C=CC(C3C(C1C)C2)C4